ClC=1N=C(C2=C(N1)CCC2)N2CC(C2)C(=O)NC2CCCCC2 1-{2-chloro-5H,6H,7H-cyclopenta[d]pyrimidin-4-yl}-N-cyclohexylazetidine-3-carboxamide